C1(=CC=CC=C1)[C@]12CCC[C@H](C(O1)=O)CC2 (1S,5R)-5-phenyl-6-oxabicyclo[3.2.2]Nonan-7-one